N1(CCCC1)[C@@H]1CN(CC1)C1=NC=2C(=C(C3=C(C2C=N1)COC3)C3=NC=C(C1=C3C(=C(S1)NC(OC(C)(C)C)=O)C#N)F)F tert-Butyl (4-(3-((S)-[1,3'-bipyrrolidin]-1'-yl)-5-fluoro-7,9-dihydrofuro[3,4-f]quinazolin-6-yl)-3-cyano-7-fluorothieno[3,2-c]pyridin-2-yl)carbamate